β-(4-pyridyl)alanine N1=CC=C(C=C1)C[C@H](N)C(=O)O